[K+].NC1(CCC2(OCCO2)CC1)C(=O)[O-] 8-amino-1,4-dioxaspiro[4.5]decane-8-carboxylic acid potassium salt